5-benzyloxy-1-(4-fluorophenyl)-2-tetrahydropyran-4-yl-indole-3-carbonitrile C(C1=CC=CC=C1)OC=1C=C2C(=C(N(C2=CC1)C1=CC=C(C=C1)F)C1CCOCC1)C#N